BrC1=NC=C(C#N)C(=C1)C 6-bromo-4-methylnicotinonitrile